(+/-)-Acetaldehyde Ethyl Isopropyl Acetal CCOC(C)OC(C)C